methyl 5-chloro-4-(8-chloronaphthalen-1-yl)-2-(3-ethoxy-3-oxopropanamido)-3-fluorobenzoate ClC=1C(=C(C(=C(C(=O)OC)C1)NC(CC(=O)OCC)=O)F)C1=CC=CC2=CC=CC(=C12)Cl